BrC1=CC=C(C2=C1N=C(S2)/N=C/N(C)C)F (E)-N'-(4-bromo-7-fluorobenzo[d]thiazol-2-yl)-N,N-dimethylformimidamide